(3S,4S)-5,5-difluoro-1-[4-({8-[(2R,3S)-3-(methanesulfonylmeth-yl)-2-methylazetidin-1-yl]-5-(propan-2-yl)-2,6-naphthyridin-3-yl}amino)pyrimidin-2-yl]-4-methoxypiperidin-3-ol FC1([C@H]([C@H](CN(C1)C1=NC=CC(=N1)NC=1N=CC2=C(C=NC(=C2C1)C(C)C)N1[C@@H]([C@H](C1)CS(=O)(=O)C)C)O)OC)F